2-Phenylamino-4,6-dichloro-s-triazine C1(=CC=CC=C1)NC1=NC(=NC(=N1)Cl)Cl